FC(OC1=NC(=CC=C1NC(=O)C1(CCN(CC1)C(CC=1C(NNC1)=O)=O)C1=C(C=CC=C1)C(C)C)C)F N-(2-(difluoromethoxy)-6-methylpyridin-3-yl)-1-(2-(3-oxo-2,3-dihydro-1H-pyrazol-4-yl)acetyl)-4-(2-isopropylphenyl)piperidine-4-carboxamide